benzo{cd}indol-1-ium tetrakis(perfluorophenyl)borate FC1=C(C(=C(C(=C1F)F)F)F)[B-](C1=C(C(=C(C(=C1F)F)F)F)F)(C1=C(C(=C(C(=C1F)F)F)F)F)C1=C(C(=C(C(=C1F)F)F)F)F.[NH+]1=CC2=C3C(C=CC=C13)=CC=C2